1,2-hexanediamine C(C(CCCC)N)N